4-(((2-(3-(m-tolyloxy)cyclohexyl)propyl)amino)methyl)aniline C1(=CC(=CC=C1)OC1CC(CCC1)C(CNCC1=CC=C(N)C=C1)C)C